ClC=1C=CC(=C(CNCCN)C1)OCC N1-(5-chloro-2-ethoxybenzyl)ethane-1,2-diamine